BrC1=CC(=C(C=C1)F)C(C)C 4-bromo-1-fluoro-2-isopropylbenzene